6-(4-chloro-3-(difluoromethoxy)phenyl)-1H-pyrazolo[4,3-b]pyridine ClC1=C(C=C(C=C1)C=1C=C2C(=NC1)C=NN2)OC(F)F